N-(5,6-difluoro-2,3-dihydro-1H-inden-2-yl)pyrimidin-2-amine FC=1C=C2CC(CC2=CC1F)NC1=NC=CC=N1